fluorenyl-[(p-tolyl)(phenyl)hydroxymethyl]-dimethylsilane C1(=CC=CC=2C3=CC=CC=C3CC12)[Si](C)(C)C(O)(C1=CC=CC=C1)C1=CC=C(C=C1)C